3-((5-bromo-2-(isobutylamino)phenyl)sulfonamido)-5-cyclopropyl-2-hydroxybenzoic acid BrC=1C=CC(=C(C1)S(=O)(=O)NC=1C(=C(C(=O)O)C=C(C1)C1CC1)O)NCC(C)C